C(CCCCC)N1C(C=CC1=O)=O N-hexyl-fumaric acid imide